FP1(=NP(=NP(=N1)(OC1=CC=CC=C1)F)(F)F)F Pentafluoro(phenoxy)-cyclotriphosphazene